ClC1=C(C(=CC=C1Cl)OC)C1CCC2=NN(C(=C21)CC)C (2,3-dichloro-6-methoxyphenyl)-3-ethyl-2-methyl-2,4,5,6-tetrahydrocyclopenta[c]pyrazole